C(=O)[O-].C(=O)[O-].C1=CC=CC1.C1=CC=CC1.[Mn+2] manganese dicyclopentadiene diformate